2,6-dioxa-9-azaspiro[4.5]decane C1OCCC12OCCNC2